(S)-2-(3-fluoroazetidin-1-yl)-N-(1-(4-(4-isopropyl-5-(8-methyl-[1,2,4]triazolo[1,5-a]pyridin-6-yl)-1H-pyrazol-3-yl)phenyl)ethyl)-N-methylacetamide FC1CN(C1)CC(=O)N(C)[C@@H](C)C1=CC=C(C=C1)C1=NNC(=C1C(C)C)C=1C=C(C=2N(C1)N=CN2)C